(3-chloro-2-fluorophenyl)quinazoline-4,6-diamine ClC=1C(=C(C=CC1)C1=NC2=CC=C(C=C2C(=N1)N)N)F